tert-butyl-rac-(1S,5R)-3,8-diazabicyclo[3.2.1]octane C(C)(C)(C)[C@]12CNC[C@@H](CC1)N2 |r|